4-amino-N-[(1S)-1-{4-[(4-cyclopropyl-1,5-naphthyridin-3-yl)amino]phenyl}-2,2,2-trifluoroethyl]-N-methylcyclohexane-1-carboxamide NC1CCC(CC1)C(=O)N(C)[C@H](C(F)(F)F)C1=CC=C(C=C1)NC=1C=NC2=CC=CN=C2C1C1CC1